CC1(C=2C=CC(=CC2C2=CC=3C4=CC=CC=C4C4=CC=CC=C4C3C=C21)C=2C1=CC=CC=C1C(=C1C=CC=CC21)C2=CC(=CC=C2)C2=CC=CC1=CC=CC=C21)C 14,14-dimethyl-11-(10-(3-(naphthalene-1-yl)phenyl)anthracen-9-yl)-14H-indeno[1,2-b]triphenylene